bis(aminomethyl)tricyclo(5.2.1.0<2,6>)decane NCC12C3(CCC(C2CCC1)C3)CN